C(#CCCCC)S(=O)(=O)O hex-1-yn-1-sulfonic acid